4,6-dihydroxyl-5-nitro-2-propylthiopyrimidine OC1=NC(=NC(=C1[N+](=O)[O-])O)SCCC